CCCCC/C=C\C/C=C\CCCCCCCCCCCC(=O)O[C@H](COC(=O)CCCCCCC/C=C\C/C=C\C/C=C\CC)COP(=O)(O)OC[C@@H](C(=O)O)N 1-(9Z,12Z,15Z-octadecatrienoyl)-2-(13Z,16Z-docosadienoyl)-glycero-3-phosphoserine